2-(dibenzofuran-2-yl)-4,4,5,5-tetramethyl-1,3,2-dioxaborolane C1=C(C=CC=2OC3=C(C21)C=CC=C3)B3OC(C(O3)(C)C)(C)C